nonadecane-2,8-diol CC(CCCCCC(CCCCCCCCCCC)O)O